2-((5-(3-chloro-4-fluorobenzyl)-4-methylthiazol-2-yl)(2-methoxyethyl)amino)-2-oxoethyl methylsulfamate CNS(OCC(=O)N(CCOC)C=1SC(=C(N1)C)CC1=CC(=C(C=C1)F)Cl)(=O)=O